C(C)N1C(C=2C(CC1)=CN(C2)CC(CN2C(C1=CC=CC=C1C2=O)=O)=CF)=O 2-(2-((5-ethyl-4-oxo-4,5,6,7-tetrahydro-2H-pyrrolo[3,4-c]pyridin-2-yl)methyl)-3-fluoroallyl)isoindoline-1,3-dione